BrC1=CC=C(C=N1)[C@H](C)N (1S)-1-(6-bromo-3-pyridyl)ethanamine